7-Hydroxy-8-(methoxymethyl)-3-(4-methoxyphenyl)-2-methyl-4H-chromen-4-one OC1=CC=C2C(C(=C(OC2=C1COC)C)C1=CC=C(C=C1)OC)=O